N-(3-amino-2-chloro-4-fluorophenyl)-N-((2-(trimethylsilyl)-ethoxy)methyl)propane-1-sulfonamide NC=1C(=C(C=CC1F)N(S(=O)(=O)CCC)COCC[Si](C)(C)C)Cl